COCCNC1=NC(=NC=C1C(F)(F)F)NC1=C2C=NN(C2=CC=C1)C(C#N)(C)C 2-[4-[[4-(2-methoxyethylamino)-5-(trifluoromethyl)pyrimidin-2-yl]amino]indazol-1-yl]-2-methyl-propanenitrile